N(=C=O)C1=CC=C(C=C1)C(=O)C1=CC=CC=C1 (4-isocyanatophenyl)(phenyl)methanone